BrC1=C(C(=C(C(=C1I)Br)I)Br)I 1,3,5-Tribromo-2,4,6-triiodobenzene